C(C1=CN=CC=C1)=NN nicotinaldehyde hydrazone